1-(2-methoxyethyl)-4-nitro-1H-pyrazole COCCN1N=CC(=C1)[N+](=O)[O-]